(triphenylphosphine) difluoroacetic acid salt FC(C(=O)O)F.C1(=CC=CC=C1)P(C1=CC=CC=C1)C1=CC=CC=C1